NC1=C(N=CC(=N1)N1CCC2([C@@H]([C@@H](OC2)C)N)CC1)SC1=C(C(=NC=C1)N)Cl (3S,4S)-8-(6-amino-5-((2-amino-3-chloropyridin-4-yl)thio)pyrazine-2-yl)-3-methyl-2-oxa-8-azaspiro[4.5]decane-4-amine